4-(2-chlorophenyl)-N-[(3,5-difluoropyridin-2-yl)methyl]-2-[(3R)-3-methyl-[1,4'-bipiperidine]-1'-yl]-1,3-thiazole-5-carboxamide ClC1=C(C=CC=C1)C=1N=C(SC1C(=O)NCC1=NC=C(C=C1F)F)N1CCC(CC1)N1C[C@@H](CCC1)C